The molecule is a butenolide that is furan-2(5H)-one substituted by a phenyl group at position 3 and by a p-(methylsulfonyl)phenyl group at position 4. A selective cyclooxygenase 2 inhibitor, it was used from 1999 to 2004 for the treatment of ostoarthritis, but was withdrawn following concerns about an associated increased risk of heart attack and stroke. It has a role as a cyclooxygenase 2 inhibitor, a non-steroidal anti-inflammatory drug and an analgesic. It is a sulfone and a butenolide. CS(=O)(=O)C1=CC=C(C=C1)C2=C(C(=O)OC2)C3=CC=CC=C3